C1(=CC=CC=C1)OC(=O)N1CC2=C(CC1)N=C(S2)N2C1CNCC2CC1.C(C)N(C=1C=CC=2C3(C4=CC=C(C=C4OC2C1)N(CC)CC)N(C(C1=CC=CC=C13)=O)NC(CCC)=O)CC N-(3',6'-bis(diethylamino)-3-oxospiro[isoindoline-1,9'-xanthen]-2-yl)butyramide phenyl-2-(3,8-diazabicyclo[3.2.1]octan-8-yl)-6,7-dihydrothiazolo[5,4-c]pyridine-5(4H)-carboxylate